C(C)OC1=C(C=C2C(=N[C@@H]3CC[C@H](C[C@@H]3C2=C1)O)C=1C=CC(N(C1)C)=O)OC 5-((2R,4aR,10bR)-9-ethoxy-2-hydroxy-8-methoxy-1,2,3,4,4a,10b-hexahydro-phenanthridin-6-yl)1-methyl-1H-pyridin-2-one